2-(methyl-(3'-(trifluoromethyl)-[1,1'-biphenyl]-2-yl)amino)-2-oxoacetic acid CN(C(C(=O)O)=O)C1=C(C=CC=C1)C1=CC(=CC=C1)C(F)(F)F